2-[(5,6-dichloro-1-{[2-(trimethylsilyl)ethoxy]methyl}-1H-1,3-benzodiazol-2-yl)oxy]-N,N-bis(propan-2-yl)acetamide ClC1=CC2=C(N(C(=N2)OCC(=O)N(C(C)C)C(C)C)COCC[Si](C)(C)C)C=C1Cl